2-(11,11-diphenyl-11H-benzo[b]fluoren-3-yl)-4,4,5,5-tetramethyl-1,3,2-dioxaborolane C1(=CC=CC=C1)C1(C=2C=CC(=CC2C=2C=C3C(=CC12)C=CC=C3)B3OC(C(O3)(C)C)(C)C)C3=CC=CC=C3